O=C1C=CNC2=CN=NC=C21 4-oxo-1,4-dihydropyrido[2,3-d]pyridazine